N-(1-methyl-3-(5-morpholinylpyridin-2-yl)-1H-pyrazol-4-yl)-6-(1H-pyrazol-3-yl)picolinamide CN1N=C(C(=C1)NC(C1=NC(=CC=C1)C1=NNC=C1)=O)C1=NC=C(C=C1)N1CCOCC1